Pentadecadien C=CC=CCCCCCCCCCCC